7-chloro-4-(2-methoxypyridin-3-yl)-3,4-dihydroisoquinoline ClC1=CC=C2C(CN=CC2=C1)C=1C(=NC=CC1)OC